C(C1=CC=CC=C1)OCC1CN(CCC1)C1=NC(=NC=C1)N 3-((Benzyloxy)methyl)piperidin-1-ylpyrimidin-2-amine